OCC=1C(=NC=CC1)C1(COCC1)O 3-(3-(Hydroxymethyl)pyridin-2-yl)tetrahydrofuran-3-ol